5-((2-ethyl-4-fluorophenyl)-amino)-N-(6-methoxy-2-methylpyridin-3-yl)-2-(tri-fluoromethyl)-isonicotinamide C(C)C1=C(C=CC(=C1)F)NC1=CN=C(C=C1C(=O)NC=1C(=NC(=CC1)OC)C)C(F)(F)F